N1(N=NN=C1)C[C@H](C)OC=1C=C(C=CC1Cl)C=1C=NC(=NC1)NC=1C(=NN(C1)[C@@H]1CC[C@H](CC1)N1CCOCC1)OCC(F)F 5-(3-(((S)-1-(1H-tetrazol-1-yl)propan-2-yl)oxy)-4-chlorophenyl)-N-(3-(2,2-difluoroethoxy)-1-(trans-4-morpholinylcyclohexyl)-1H-pyrazol-4-yl)pyrimidin-2-amine